BrC=1CCCC2=C(C1C1=CC=C(C=C1)CC1CN(C1)CCCF)C=CC(=C2C)C(=O)OC Methyl 8-bromo-9-(4-((1-(3-fluoropropyl)azetidin-3-yl)methyl)phenyl)-4-methyl-6,7-dihydro-5H-benzo[7]annulene-3-carboxylate